C(C1=CC=CC=C1)OC1=C(C2=CC=CC=C2C=C1)O benzyloxy-1-naphthol